C(#N)C(C(=O)NNC(=O)C=1C(=CC2=C(NC([C@H](CS2)NC(OC(C)(C)C)=O)=O)C1)F)(C)C tert-butyl N-[(3R)-7-[[(2-cyano-2-methyl-propanoyl)amino]carbamoyl]-8-fluoro-4-oxo-3,5-dihydro-2H-1,5-benzothiazepin-3-yl]carbamate